((1R,4R,7R)-7-amino-2-azabicyclo[2.2.1]heptan-2-yl)(2-(3-ethyl-1-(3-hydroxypropyl)-2,3-dihydro-1H-pyrrolo[1,2,3-de]quinoxalin-5-yl)-7-methoxy-1-methyl-1H-benzo[d]imidazol-5-yl)methanone N[C@H]1[C@@H]2N(C[C@H]1CC2)C(=O)C2=CC1=C(N(C(=N1)C1=CC=3C=4N1C(CN(C4C=CC3)CCCO)CC)C)C(=C2)OC